CCCCCCCCCCCCCCCC(=O)OC[C@H](CO)OC(=O)CCCCCCCCC/C=C\\C/C=C\\CCCCC The molecule is a 1,2-diacyl-sn-glycerol in which the 1- and 2-acyl groups are specified as palmitoyl and (11Z,14Z)-eicosadienoyl respectively. It has a role as a mouse metabolite. It derives from an (11Z,14Z)-icosadienoic acid and a hexadecanoic acid.